(6-isobutyl-4,5,6,7-tetrahydro-1H-pyrazolo[3,4-c]pyridin-3-yl)(4-(2-(trifluoromethyl)phenyl)piperidin-1-yl)methanone C(C(C)C)N1CC2=C(CC1)C(=NN2)C(=O)N2CCC(CC2)C2=C(C=CC=C2)C(F)(F)F